methyl 2,6-dibromoisonicotinate BrC=1C=C(C(=O)OC)C=C(N1)Br